C[C@H](C(=O)OC(CC)CC)[C@@H](CC)O (2S,3R)-1-Ethylpropyl 2-methyl-3-hydroxypentanoate